C1(CC1)CC1=C2C(=NC(=NC2=CC(=C1)[N+](=O)[O-])NN)NC1=CC=CC=C1 (cyclopropylmethyl)-2-hydrazinyl-7-nitro-N-phenylquinazolin-4-amine